C12N(CCNC2C1)C=1C2=C(N=CN1)NC(C[C@@H]2C)=O |r| (SR)-4-(2,5-diazabicyclo[4.1.0]heptan-2-yl)-5-methyl-5,8-dihydropyrido[2,3-d]pyrimidin-7(6H)-one